CC=1N(C2=CC=C(C=C2C1)NC(C=C)=O)C1=CC=C(C=C1)C(F)(F)F N-(2-methyl-1-(4-(trifluoromethyl)-phenyl)-1H-indol-5-yl)acrylamide